C(CCC)N(CCCC)[Si](C1=CC=C(C=C)C=C1)(C)C 4-((N,N-dibutylamino)dimethylsilyl)styrene